C(C=C)N1[C@H](C[C@@](C[C@H]1C=1N=NN(C1)C)(C(=O)N)C1=CC=C(C=C1)C(F)(F)F)C (2S,4S,6S)-1-allyl-2-methyl-6-(1-methyltriazol-4-yl)-4-[4-(trifluoromethyl)phenyl]piperidine-4-carboxamide